methyl 2-(4-((benzyloxy)carbonyl)cyclohexyl)oxazole-4-carboxylate C(C1=CC=CC=C1)OC(=O)C1CCC(CC1)C=1OC=C(N1)C(=O)OC